(6S,7S)-6-((2-fluoro-[1,1'-biphenyl]-3-yl)methyl)-N-(2-fluoroethyl)-7-(methyl-sulfonamido)-5-azaspiro[2.4]heptane-5-carboxamide FC1=C(C=CC=C1C[C@@H]1N(CC2(CC2)[C@@H]1NS(=O)(=O)C)C(=O)NCCF)C1=CC=CC=C1